3-(8-(4-oxopiperidin-1-yl)-2,3-dihydro-4H-benzo[b][1,4]oxazin-4-yl)piperidine-2,6-dione O=C1CCN(CC1)C1=CC=CC2=C1OCCN2C2C(NC(CC2)=O)=O